4-methyl-N5-(4-methylpentan-2-yl)-N2-phenylpyridine-2,5-diamine CC1=CC(=NC=C1NC(C)CC(C)C)NC1=CC=CC=C1